FC=1C(=C2C(=NC1)C(=C(N2COCC[Si](C)(C)C)CCS(=O)(=O)[O-])C)CC(C)C [6-fluoro-7-isobutyl-3-methyl-1-(2-trimethylsilylethoxymethyl)pyrrolo[3,2-b]pyridin-2-yl]methylmethanesulfonate